2-(3,4-dimethoxyphenyl)-5-fluorobenzothiazole COC=1C=C(C=CC1OC)C=1SC2=C(N1)C=C(C=C2)F